NCC(C[SiH2]C(OCC(C)C)OCC(C)C)C 3-amino-2-methylpropyl-(diisobutoxymethylsilane)